(S)-3-(dibenzylamino)-2-fluoropropionic acid methyl ester COC([C@H](CN(CC1=CC=CC=C1)CC1=CC=CC=C1)F)=O